OC1=C2C(C=C(C(C2=CC=C1)=O)C)=O 5-hydroxy-2-methyl-1,4-naphthoquinone